C12COCC(CN(C1)C1=CC=C3C[C@H](COC3=C1)NC(=O)C1=C(C=3C(=NC(=CN3)C)S1)N)N2 N-((3R)-7-(3-oxa-7,9-diazabicyclo[3.3.1]nonan-7-yl)chroman-3-yl)-7-amino-3-methylthieno[2,3-b]pyrazine-6-carboxamide